methyl (R,5S,8s)-3-(5-((3-fluorophenyl)ethynyl)-2,3-dihydro-1H-inden-1-yl)-3-azabicyclo[3.2.1]octane-8-carboxylate FC=1C=C(C=CC1)C#CC=1C=C2CCC(C2=CC1)N1C[C@@H]2CC[C@H](C1)C2C(=O)OC